N1CCCCC12CNCCC2 1,8-diazaspiro[5.5]Undecane